4-(((1R,5s,8R)-3-azabicyclo[3.2.1]oct-8-yl)amino)-N-((R)-1-(3-(difluoromethyl)-2-fluorophenyl)ethyl)-1-(1-(difluoromethyl)cyclopropyl)-6-oxo-1,6-dihydropyridine-3-carboxamide [C@H]12CNC[C@H](CC1)C2NC=2C(=CN(C(C2)=O)C2(CC2)C(F)F)C(=O)N[C@H](C)C2=C(C(=CC=C2)C(F)F)F